ClC1=NC=2C3=C(CC(C2C(=N1)N)(C)C)C=CC=C3 chloro-5,5-dimethyl-6H-benzo[H]quinazolin-4-amine